C(C1=CC=CC=C1)(C1=CC=CC=C1)(C1=CC=CC=C1)C1=C(C=CC=C1)O.[Na] sodium trityl-phenol